BrCC(=O)C1=C(C=CC(=C1)OC=1C(=C2C=CN(C2=CC1F)S(=O)(=O)C1=CC=CC=C1)Br)F 2-bromo-1-(5-((4-bromo-6-fluoro-1-(phenylsulfonyl)-1H-indol-5-yl)oxy)-2-fluorophenyl)ethan-1-one